1-[2-(3-ethoxy-5-methyl-pyrazol-1-yl)-6-[6-[(6-methylpyridazin-3-yl)amino]benzimidazol-1-yl]-3-pyridyl]ethanol C(C)OC1=NN(C(=C1)C)C1=NC(=CC=C1C(C)O)N1C=NC2=C1C=C(C=C2)NC=2N=NC(=CC2)C